1-[2-chloro-4-(trifluoromethyl)phenyl]-4-{2'-ethoxy-[2,3'-bipyridine]-5-yl}-N-[(3S)-1-methylpyrrolidin-3-yl]piperidine-4-carboxamide ClC1=C(C=CC(=C1)C(F)(F)F)N1CCC(CC1)(C(=O)N[C@@H]1CN(CC1)C)C=1C=CC(=NC1)C=1C(=NC=CC1)OCC